N1(CCC[C@]12COCC2)C2=NC1=CC=C(C=C1C=N2)C=O (S)-2-(7-oxa-1-azaspiro[4.4]non-1-yl)quinazoline-6-carbaldehyde